ClC=1C=NC(=C(C(=O)NC2CCC(CC2)CN2C(C(C3=CC=CC=C23)(O)C2=C(C=CC=C2)Cl)=O)C1)C(F)F 5-chloro-N-((1r,4r)-4-((3-(2-chlorophenyl)-3-hydroxy-2-oxoindolin-1-yl)methyl)cyclohexyl)-2-(difluoromethyl)nicotinamide